ClC=1C=C(C=C(C1)C)C1=NNC=C1NC(=O)C=1C=NN2C1N=CC=C2 N-(3-(3-chloro-5-methylphenyl)-1H-pyrazol-4-yl)pyrazolo[1,5-a]pyrimidine-3-carboxamide